benzyl (2R,3S)-3-((tert-butoxycarbonyl)amino)-2-(((4-(4,4,5,5-tetramethyl-1,3,2-dioxaborolan-2-yl)cyclohex-3-en-1-yl)oxy)methyl)piperidine-1-carboxylate C(C)(C)(C)OC(=O)N[C@@H]1[C@@H](N(CCC1)C(=O)OCC1=CC=CC=C1)COC1CC=C(CC1)B1OC(C(O1)(C)C)(C)C